ClC1=C2C=C(NC2=C(C(=C1)C1=CCCN(C1)C(C)=O)F)C(=O)N1CCN(CC1)C=1C(=NC=C(C1)F)OC 1-(5-(4-Chloro-7-fluoro-2-(4-(5-fluoro-2-methoxypyridin-3-yl)piperazine-1-carbonyl)-1H-indol-6-yl)-3,6-dihydropyridin-1(2H)-yl)ethan-1-one